CN(C(OC1=CC2=C(CN(C(O2)=O)CC2=C(C(=CC=C2)Br)F)C=C1)=O)C 3-[(3-bromo-2-fluorophenyl)methyl]-2-oxo-3,4-dihydro-2H-1,3-benzoxazin-7-yl N,N-dimethylcarbamate